4-bromo-N-(4-bromo-3-fluorophenyl)-3-(trifluoromethyl)benzamide BrC1=C(C=C(C(=O)NC2=CC(=C(C=C2)Br)F)C=C1)C(F)(F)F